(2R,3S,4S,5R)-3-(3-(difluoromethyl)-4-fluoro-2-methoxyphenyl)-N-(2-(hydroxymethyl)pyrimidin-5-yl)-4,5-dimethyl-5-(trifluoromethyl)tetrahydrofuran-2-carboxamide FC(C=1C(=C(C=CC1F)[C@H]1[C@@H](O[C@]([C@H]1C)(C(F)(F)F)C)C(=O)NC=1C=NC(=NC1)CO)OC)F